CN1N=CN=C1N 2-methyl-1,2,4-triazol-3-amine